C[C@H]1CN(C[C@H](N1)C(C)C)C=1N=NC(=CN1)C1=C(C=C(C=C1)C1=NC=NS1)O 2-{3-[(3S,5R)-3-methyl-5-(propan-2-yl)piperazin-1-yl]-1,2,4-triazin-6-yl}-5-(1,2,4-thiadiazol-5-yl)phenol